1H-imidazol-1-ium 8-methoxy-2-(3-methyl-4-((4-methylpentyl)oxy)phenyl)-7-(naphthalen-1-ylmethyl)-5-oxo-thiazolo[3,2-a]pyridine-3-carboxylate COC1=C2N(C(C=C1CC1=CC=CC3=CC=CC=C13)=O)C(=C(S2)C2=CC(=C(C=C2)OCCCC(C)C)C)C(=O)[O-].[NH2+]2C=NC=C2